Racemic-2,4-dichloro-6-phenyl-5,6,7,8-tetrahydroquinazoline ClC1=NC=2CC[C@H](CC2C(=N1)Cl)C1=CC=CC=C1 |r|